C(C#CC)(=O)N1C[C@H](CC1)C(=O)N([C@@H](C(C)C)C(=O)OCCCC)C butyl N-((S)-1-(but-2-ynoyl)pyrrolidine-3-carbonyl)-N-methyl-L-valinate